5-(pyrazin-2-yl)-1,3,4-thiadiazol-2-amine N1=C(C=NC=C1)C1=NN=C(S1)N